OC1CN(CC1)C(=O)C1(CCC1)CNC(=O)C1=CC2=C(S1)CCCCCC2 N-{[1-(3-Hydroxypyrrolidine-1-carbonyl)cyclobutyl]methyl}-4H,5H,6H,7H,8H,9H-cycloocta[b]thiophene-2-carboxamide